N-((6-bromo-2-methoxypyridin-3-yl)methylene)-2-methylpropan-2-sulfinamide BrC1=CC=C(C(=N1)OC)C=NS(=O)C(C)(C)C